di-isobutyl 2-butenylphosphonate C(C=CC)P(OCC(C)C)(OCC(C)C)=O